C(C)(C)(C)OC(=O)N[C@H](C(=O)O)C(C1CCCCC1)C1CCCCC1 (S)-2-((tert-butoxycarbonyl)amino)-3,3-dicyclohexyl-propionic acid